O1C=C(C2=C1C=CC=C2)C[C@H](NC(=O)C2C1(C2)COC2=C1C=CC=C2)B(O)O ((1R)-2-(benzofuran-3-yl)-1-(2H-spiro[benzofuran-3,1'-cyclopropane]-2'-carboxamido)ethyl)boronic acid